8-methoxy-N-(2-pyridinyl)-2-tetrahydropyran-4-yl-imidazo[1,2-a]pyrazine-6-carboxamide COC=1C=2N(C=C(N1)C(=O)NC1=NC=CC=C1)C=C(N2)C2CCOCC2